C(C)OC1=CC=CC(=N1)[C@@H]1[C@](C1)(C(=O)NS(=O)(=O)C=1C=2C=CC(=NC2C=CC1)C)C1=C(C=CC(=C1)C)OC (1S,2S)-2-(6-ethoxypyridin-2-yl)-1-(2-methoxy-5-methylphenyl)-N-(2-methylquinoline-5-sulfonyl)cyclopropane-1-carboxamide